C(C)(C)(C)OC(=O)NC(C(=O)OC(C)C)=C isopropyl 2-((tert-butoxycarbonyl)amino)acrylate